CN(C(=O)C(=O)C1=CNC2=CC=CC(=C12)CC(=O)[O-])C 3-[(Dimethylcarbamoyl)Carbonyl]-1H-Indol-4-yl-Acetate